ClC1=NC(=CC=C1Cl)Cl L-2,3,6-trichloropyridine